N-(1'-(4-methyl-6-(1-methyl-1H-pyrazol-3-yl)pyridin-2-yl)-1',2'-dihydrospiro[cyclopropane-1,3'-pyrrolo[3,2-c]pyridin]-6'-yl)acetamide CC1=CC(=NC(=C1)C1=NN(C=C1)C)N1CC2(C=3C=NC(=CC31)NC(C)=O)CC2